2-methoxy-6-(1H-pyrazol-5-yl)benzoic acid ethyl ester C(C)OC(C1=C(C=CC=C1C1=CC=NN1)OC)=O